C(C)(C)(C)C(C(=O)[O-])(C(=O)[O-])CCCCC.[Na+].[Na+] sodium 2-(tert-butyl)-2-pentylmalonate